C(CCCCCCC\C=C/CCCCCCCC)OC(C(O)CC(=O)OCCCCCCCC\C=C/CCCCCCCC)=O.N[S@@](=NC(CC1=C(C(=C(C=C1C(C)C)F)F)C(C)C)=O)(=O)C=1SC=C(N1)C(C)(C)O (S)-N-(amino(4-(2-hydroxypropan-2-yl)thiazol-2-yl)(oxo)-λ6-sulfaneylidene)-2-(3,4-difluoro-2,6-diisopropylphenyl)acetamide dioleyl-malate